ClC1=CC=C(C=C1)S(=O)(=O)N(CC1=C(C=C(C=C1)C1=NOC=N1)F)[C@@H](C(=O)N)CCC(F)(F)F (R)-2-(4-chloro-N-(2-fluoro-4-(1,2,4-oxadiazol-3-yl)benzyl)phenyl-sulfonamido)-5,5,5-trifluoropentanamide